tert-butyl N-[1-[6-(1-methylpyrazol-4-yl)pyrazolo[1,5-a]pyrazin-4-yl]-3-piperidyl]carbamate CN1N=CC(=C1)C=1N=C(C=2N(C1)N=CC2)N2CC(CCC2)NC(OC(C)(C)C)=O